FC=1C(=C(C(=NC1)NCC1=CC=C(C=C1)OC)[N+](=O)[O-])N 5-fluoro-N2-[(4-methoxyphenyl)methyl]-3-nitro-pyridine-2,4-diamine